bis(2,6-dimethoxyphenyl)triethylene glycol COC1=C(C(=CC=C1)OC)C(COCCOCCO)(C1=C(C=CC=C1OC)OC)O